2-(2-fluoro-4-pyridinyl)-1H-pyrimidin-6-one FC1=NC=CC(=C1)C=1NC(C=CN1)=O